1-(4-(5-(chlorodifluoromethyl)-1,2,4-oxadiazol-3-yl)phenyl)-2-(pyrimidin-5-ylthio)ethan-1-one ClC(C1=NC(=NO1)C1=CC=C(C=C1)C(CSC=1C=NC=NC1)=O)(F)F